3-chloro-6-fluoro-5-isopropyl-8-((2R,3S)-2-methyl-3-((methylsulfonyl)methyl)azetidin-1-yl)isoquinoline ClC=1N=CC2=C(C=C(C(=C2C1)C(C)C)F)N1[C@@H]([C@H](C1)CS(=O)(=O)C)C